2-(2,4-Difluorophenyl)-1-[5-(pyridine-2-sulfonyl)-1H,2H,3H,4H,5H,6H-pyrrolo[3,4-c]pyrrol-2-yl]ethan-1-one FC1=C(C=CC(=C1)F)CC(=O)N1CC=2CN(CC2C1)S(=O)(=O)C1=NC=CC=C1